OC(C)C=1C=CC(=NC1C=1C(=NN(C1)CC(F)(F)F)C)N1C=NC2=C1C=CC(=C2)NC(CN2CCCCC2)=O N-[1-[5-(1-hydroxyethyl)-6-[3-methyl-1-(2,2,2-trifluoroethyl)pyrazol-4-yl]-2-pyridyl]benzimidazol-5-yl]-2-(1-piperidyl)acetamide